chloro-3-hydroxy-3-(3-pyridinyl)-2-(3-trifluoromethylphenyl)propanoic acid ClC(C(=O)O)(C(C=1C=NC=CC1)O)C1=CC(=CC=C1)C(F)(F)F